(1S,3S)-3-(4-(5-(((Butyl(methyl)carbamoyl)oxy)methyl)-1-methyl-1H-pyrazol-4-yl)-2-methylphenoxy)cyclohexan C(CCC)N(C(=O)OCC1=C(C=NN1C)C1=CC(=C(OC2CCCCC2)C=C1)C)C